C(C)C(CC(CCCCCC)(C)P([O-])([O-])=O)CCCC.[Nd+3].C(C)C(CC(CCCCCC)(C)P([O-])([O-])=O)CCCC.C(C)C(CC(CCCCCC)(C)P([O-])([O-])=O)CCCC.[Nd+3] neodymium (2-ethylhexyl)((1-methylheptyl)phosphonate)